3-((6-(4-chlorophenyl)-2-(pyridin-3-yl)pyrimidin-4-yl)amino)propan-1-ol 2-((4R,5R)-5-(2-chlorobenzyl)-2,2-diethyl-1,3-dioxolan-4-yl)ethyl-sulfamate ClC1=C(C[C@@H]2[C@H](OC(O2)(CC)CC)CCNS(=O)(=O)OCCCNC2=NC(=NC(=C2)C2=CC=C(C=C2)Cl)C=2C=NC=CC2)C=CC=C1